3-((2,6-diazaspiro[3.3]heptan-2-yl)sulfonyl)-5'-methyl-4-pentyl-1',2',3',4'-tetrahydro-[1,1'-biphenyl]-2,6-diol C1N(CC12CNC2)S(=O)(=O)C2=C(C(=C(C=C2CCCCC)O)C2CCCC(=C2)C)O